CC1=CC=C2C=CC=C(C2=C1)N1CC=2N=C(N=C(C2CC1)O)OC[C@H]1N(CCC1)C 7-(7-methyl-1-naphthyl)-2-[[(2S)-1-methylpyrrolidin-2-yl]methoxy]-6,8-dihydro-5H-pyrido[3,4-d]pyrimidin-4-ol